ClC1=CC=C(C=C1)C(C(F)(F)F)N(S(=O)(=O)C=1C=NN(C(C1)=O)C1CC1)CC N-(1-(4-chlorophenyl)-2,2,2-trifluoroethyl)-1-cyclopropyl-N-ethyl-6-oxo-1,6-dihydropyridazine-4-sulfonamide